(R)-1-(2-chlorophenyl)ethyl (5-(5-(3-cyano-2,2-difluorocyclopropane-1-carboxamido)-6-methylpyridin-2-yl)-3-methylisoxazol-4-yl)carbamate C(#N)C1C(C1C(=O)NC=1C=CC(=NC1C)C1=C(C(=NO1)C)NC(O[C@H](C)C1=C(C=CC=C1)Cl)=O)(F)F